FC(C1=CC(=C(C=C1)C1=C2C(=C(N=N1)N[C@H]1CN(CCC1)C)C=NC=C2)F)F 1-[4-(difluoromethyl)-2-fluorophenyl]-N-[(3R)-1-methylpiperidin-3-yl]pyrido[3,4-d]pyridazin-4-amine